C1(CC[C@@H](CCC)O1)=O |r| (+-)-4-Heptanolactone